COC=1C=CC=C2C(CCN(C12)C(=O)[O-])NCC=1C(=NC(=NC1)SC)NC 8-methoxy-4-[[4-(methylamino)-2-methylsulfanyl-pyrimidin-5-yl] methylamino]-2,3-dihydroquinoline-1-carboxylate